2-(3-allylphenyl)pyridine C(C=C)C=1C=C(C=CC1)C1=NC=CC=C1